ClC=1N=C2\S(\C3=CC=C(C=C3OCCCCC2=CN1)F)=N/S(=O)(=O)C1=CC=C(C=C1)C (NZ)-N-(5-chloro-16-fluoro-13-oxa-2λ4-thia-4,6-diazatricyclo[12.4.0.03,8]octadeca-1(18),3,5,7,14,16-hexaen-2-ylidene)-4-methyl-benzenesulfonamide